(E)-chloro-3-diphenylmethyleneindoline ClN1CC(C2=CC=CC=C12)=C(C1=CC=CC=C1)C1=CC=CC=C1